(R)-N-(1-(4-(6-((5-(2,7-diazaspiro[3.5]nonan-2-yl)pyridin-2-yl)amino)pyrimidin-4-yl)-2-methylphenyl)ethyl)-3-(tert-butyl)-1,2,4-oxadiazole-5-carboxamide C1N(CC12CCNCC2)C=2C=CC(=NC2)NC2=CC(=NC=N2)C2=CC(=C(C=C2)[C@@H](C)NC(=O)C2=NC(=NO2)C(C)(C)C)C